3-phenyl-4-hydroxy-1H-pyrazole C1(=CC=CC=C1)C1=NNC=C1O